ClC=1C(=C(C=CC1)NC1=NC=NC2=CC=C(C=C12)OC1CN(C1)C(=O)OC(C)(C)C)F tert-butyl 3-((4-((3-chloro-2-fluoro-phenyl)amino)quinazolin-6-yl)oxy)azetidine-1-carboxylate